(1r,4r)-4-((2-(difluoromethoxy)-4-fluorophenyl)carbamoyl)-4-(2-isopropylphenyl)cyclohexane-1-carboxylic acid FC(OC1=C(C=CC(=C1)F)NC(=O)C1(CCC(CC1)C(=O)O)C1=C(C=CC=C1)C(C)C)F